5-[(2-isopropylphenethylthio)methyl]-1,3,4-oxadiazol-2(3H)-one C(C)(C)C1=C(CCSCC2=NNC(O2)=O)C=CC=C1